N1N=CC=2C1=CN(C2)C(=O)O Pyrrolo[3,4-c]pyrazole-5(1H)-carboxylic acid